4-(2-(4-((1s,3s)-3-aminocyclobutoxy)phenyl)propan-2-yl)benzene NC1CC(C1)OC1=CC=C(C=C1)C(C)(C)C1=CC=CC=C1